FC(C(=O)O)(F)F.BrC1=C(N=CN1C)CSC=1NC(C2=C(N1)CCC2)=O 2-{[(5-Bromo-1-methylimidazol-4-yl)methyl]sulfanyl}-3H,5H,6H,7H-cyclopenta[d]pyrimidin-4-one trifluoroacetate salt